CN(C/C=C/C(=O)NC1=CC=C2CCNCC2=C1)C (E)-4-(Dimethylamino)-N-(1,2,3,4-tetrahydroisoquinolin-7-yl)but-2-enamide